COC=1C=C2CCN(CC2=CC1C1(N=C(C2=C(N1)NC=C2)NC2=C(C=CC=C2)C)N)C 2-(6-methoxy-2-methyl-1,2,3,4-tetrahydroisoquinolin-7-yl)-N4-(o-tolyl)-7H-pyrrolo[2,3-d]pyrimidine-2,4-diamine